C(CCCCCCC)OC1=CC=CC=C1 z-octylphenyl ether